(2R,5S)-5-(aminomethyl)-2-(4-indol-1-ylphenyl)-1,4-thiazepan-3-one NC[C@H]1NC([C@H](SCC1)C1=CC=C(C=C1)N1C=CC2=CC=CC=C12)=O